tert-butyl (5-chloro-3-cyanothiophen-2-yl)carbamate ClC1=CC(=C(S1)NC(OC(C)(C)C)=O)C#N